2-(3-amino-5-fluoro-phenyl)acetonitrile NC=1C=C(C=C(C1)F)CC#N